N-{3-Carbamoyl-1-[1-(methylsulfonyl)piperidin-4-yl]-1H-pyrazol-4-yl}pyrazolo[1,5-a]pyrimidin-3-carboxamid C(N)(=O)C1=NN(C=C1NC(=O)C=1C=NN2C1N=CC=C2)C2CCN(CC2)S(=O)(=O)C